C12OCC(N(C1)C(=O)C=1N=C(OC1)/C=C/C(=O)OCC)C2 ethyl (E)-3-(4-(2-oxa-5-azabicyclo[2.2.1]heptane-5-carbonyl)oxazol-2-yl)acrylate